bis(1-hexylheptyl) 10-[3-(dimethylamino)propyl-hexylsulfanylcarbonyl-amino]nonadecanedioate CN(CCCN(C(CCCCCCCCC(=O)OC(CCCCCC)CCCCCC)CCCCCCCCC(=O)OC(CCCCCC)CCCCCC)C(=O)SCCCCCC)C